BrC1=CC=C(C=C1)C1NC(CC2=C1NC1=CC=CC=C21)C 1-(4-bromophenyl)-3-methyl-2,3,4,9-tetrahydro-1H-pyrido[3,4-b]Indole